3-amino-N-(4,6-dichloro-pyrimidin-2-yl)-benzenesulfonamide NC=1C=C(C=CC1)S(=O)(=O)NC1=NC(=CC(=N1)Cl)Cl